OCC1=CC(=C2CNC(C2=C1)=O)C(F)(F)F 6-(hydroxymethyl)-4-(trifluoromethyl)-2,3-dihydro-isoindol-1-one